(2S,4R)-1-[(2R)-3-carbamoyl-2-acetamidopropanoyl]-4-fluoro-N-[(S)-phenyl[4-(propan-2-yl)phenyl]methyl]pyrrolidine-2-carboxamide C(N)(=O)C[C@H](C(=O)N1[C@@H](C[C@H](C1)F)C(=O)N[C@H](C1=CC=C(C=C1)C(C)C)C1=CC=CC=C1)NC(C)=O